NC=1C(=NC=CC1OC1=CC=C(C=C1)N1N=CN(C1=O)CC1=C(C=CC=C1F)F)N1CC(C1)OCC 2-(4-{[3-amino-2-(3-ethoxyazetidin-1-yl)pyridin-4-yl]oxy}phenyl)-4-[(2,6-difluorophenyl)methyl]-1,2,4-triazol-3-one